COC(=C(C(=O)[O-])C1=CC=CC=C1)C1=CC=CC=C1 methoxyphenylcinnamate